4-(2-Amino-2-methylpropanoyl)-N-[1-(4-{[(3S)-3-aminopyrrolidin-1-yl]methyl}phenyl)-2-oxo-1,2-dihydropyrimidin-4-yl]piperazine-1-carboxamide hydrochloride salt Cl.NC(C(=O)N1CCN(CC1)C(=O)NC1=NC(N(C=C1)C1=CC=C(C=C1)CN1C[C@H](CC1)N)=O)(C)C